3-((tert-butoxycarbonyl)amino)-4-oxobutanoate C(C)(C)(C)OC(=O)NC(CC(=O)[O-])C=O